CC([C@H](N)C(=O)O)CCC β-methyl-norleucine